OC(CCCCCCCCCCCCC(=O)O)CCC(CCCCCCC)O 14,17-Dihydroxytetracosanoic acid